(3-{4-chloro-3-ethyl-1H-pyrrolo[2,3-b]pyridin-3-yl}phenyl)-1,3-diazinon ClC1=C2C(=NC=C1)NCC2(CC)C=2C=C(C=CC2)C2=NC(NC=C2)=O